C(C)(C)(C)C1=CC=C(C=C1)C1=NC2=CC=CC=C2C=N1 2-(4-tert-butylphenyl)quinazoline